N1=CC=C(C=C1)C=1NC(=NN1)C1CCN(CC1)C(=O)O.ClC=1C(=NC=CC1)N1CCNCC1 1-(3-chloropyridin-2-yl)piperazine 4-(5-(pyridin-4-yl)-4H-1,2,4-triazol-3-yl)piperidine-1-carboxylate